(cis)-2-aminocyclobutanol hydrochloride Cl.N[C@@H]1[C@@H](CC1)O